3-Aminopropylamine NCCCN